CC1=CC(=C(C=C1C)Br)C 2,4,5-trimethylbromobenzene